C(C=C)(=O)OCCCCCCCCCCCCCCCCCCCC[SiH2]CBr acryloxyicosylbromomethylsilane